O=C(CCCCCNC(=O)C=1NC=CC1)NC1=CC=CC=C1 N-(6-oxo-6-(phenylamino)hexyl)-1H-pyrrole-2-carboxamide